C1(=CC=C(C=C1)C1C(C1)N)C 2-(p-tolyl)cyclopropan-1-amine